NC=1C=NN(C1)[C@@H]1COCC1 (S)-3-(4-aminopyrazol-1-yl)tetrahydrofuran